ClC=1C(=C(N2N=C(N=CC21)N[C@@H]2[C@@H](CN(CC2)C(=O)OC(C)(C)C)O)C2(CCC2)CC)C#N tert-butyl (3R,4S)-4-{[5-chloro-6-cyano-7-(1-ethylcyclobutyl)pyrrolo[2,1-f][1,2,4]triazin-2-yl]amino}-3-hydroxypiperidine-1-carboxylate